N-(3-(4-bromo-2-fluorophenyl)propyl)-2-(furan-3-yl)-6-methylthieno[2,3-d]pyrimidin-4-amine BrC1=CC(=C(C=C1)CCCNC=1C2=C(N=C(N1)C1=COC=C1)SC(=C2)C)F